SQUALAN CC(C)CCCC(C)CCCC(C)CCCCC(C)CCCC(C)CCCC(C)C